3-decylphenyl ether sulfate S(=O)(=O)(O)O.C(CCCCCCCCC)C=1C=C(C=CC1)OC1=CC(=CC=C1)CCCCCCCCCC